ClC=1NC(C2=C(N1)C(=C(N=C2Cl)Cl)F)=O 2,5,7-trichloro-8-fluoropyrido[4,3-d]pyrimidin-4(3H)-one